C(C)(C)(C)C1=CC=C(C=C1)CCC=O 3-(p-tert-butylphenyl)-propanal